sodium [1-(2,4-dinitrophenylhydrazono)ethyl]methylphosphinate [N+](=O)([O-])C1=C(C=CC(=C1)[N+](=O)[O-])NN=C(C)P([O-])(=O)C.[Na+]